5-methoxy-7,N,N-trimethyltryptamine COC1=CC(=C2NC=C(CCN(C)C)C2=C1)C